[O].[N].[B].[Ba].[Pb] lead barium boron nitrogen oxygen